Cl.C1(=CC=CC=C1)CC(C)N1CC2C3=CC=CC=C3C(C1)C2 10-(1-Phenylpropan-2-yl)-10-azatricyclo[6.3.1.02,7]dodeca-2,4,6-trien hydrochloride